2-(ethoxymethyl)pyridin C(C)OCC1=NC=CC=C1